5-oxopyrrolidine-3-carbonitrile O=C1CC(CN1)C#N